4-(4-((2-(dimethylamino)ethyl)amino)-8-fluoro-2-(((2S,7aR)-2-fluorotetrahydro-1H-pyrrolizin-7a(5H)-yl)methoxy)pyrido[4,3-d]pyrimidin-7-yl)naphthalen-2-ol CN(CCNC=1C2=C(N=C(N1)OC[C@@]13CCCN3C[C@H](C1)F)C(=C(N=C2)C2=CC(=CC1=CC=CC=C21)O)F)C